C(C)(C)(C)OC(=O)N1C[C@H](CC1)[C@@H](C(=O)OC(C)(C)C)CC1=CC(=CC=C1)O (R)-3-((S)-1-(tert-butoxy)-3-(3-hydroxyphenyl)-1-oxopropane-2-yl)pyrrolidine-1-carboxylic acid tert-butyl ester